2-neopentyl-1,3-dimethoxypropane C(C(C)(C)C)C(COC)COC